ClC=1C(=C(C(=O)N2C(CC(CC2)(C(=O)O)CC2=NC(=CC=C2F)NC2=NNC(=C2)C)C)C=CC1)F 1-(3-chloro-2-fluorobenzoyl)-4-((3-fluoro-6-((5-methyl-1H-pyrazol-3-yl)amino)pyridin-2-yl)methyl)-2-methylpiperidine-4-carboxylic acid